1-[6-[5-[5-[4-[2-(2,6-dioxo-3-piperidyl)-1-oxo-isoindolin-5-yl]piperazin-1-yl]pentyl]-1,2,4-oxadiazol-3-yl]-5-methyl-3-pyridyl]-3-(7-isopropylpyrazolo[1,5-a]pyrimidin-6-yl)urea O=C1NC(CCC1N1C(C2=CC=C(C=C2C1)N1CCN(CC1)CCCCCC1=NC(=NO1)C1=C(C=C(C=N1)NC(=O)NC=1C=NC=2N(C1C(C)C)N=CC2)C)=O)=O